CC1=C(O)C(=CC(=C1)O)C L-2,6-dimethylhydroquinone